tert-butyl 4-(1-(2-bromo-5-(cyclopropylmethoxy)-4-nitrophenyl)piperidin-4-yl)piperazine-1-carboxylate BrC1=C(C=C(C(=C1)[N+](=O)[O-])OCC1CC1)N1CCC(CC1)N1CCN(CC1)C(=O)OC(C)(C)C